Methyl (R)-2-(6-(4,4,5,5-tetramethyl-1,3,2-dioxaborolan-2-yl)-2,3-dihydrobenzofuran-3-yl)acetate CC1(OB(OC1(C)C)C1=CC2=C([C@H](CO2)CC(=O)OC)C=C1)C